2-(4-(3-chloropropyl)piperazin-1-yl)ethan-1-ol ClCCCN1CCN(CC1)CCO